3-bromo-1-methyl-1H-pyrazole-5-carbonitrile BrC1=NN(C(=C1)C#N)C